2-(9-(prop-1-yn-1-yl)-6-oxaspiro[4.5]decan-9-yl)ethanamine C(#CC)C1(CCOC2(CCCC2)C1)CCN